N-[(1S)-1-cyclohexyl-2-[4-(3,5-dimethyl-1H-pyrazol-4-yl)anilino]-2-oxo-ethyl]pyrazolo[1,5-a]pyridine-3-carboxamide C1(CCCCC1)[C@@H](C(=O)NC1=CC=C(C=C1)C=1C(=NNC1C)C)NC(=O)C=1C=NN2C1C=CC=C2